CN1CC(C1)CN (1-methylazetidin-3-yl)methanamine